ClC=1C=C(C=NC1F)C1=CSC2=C1C(N(C=C2)CC(=O)N2CC(CC2)F)=O 3-(5-chloro-6-fluoropyridin-3-yl)-5-(2-(3-fluoropyrrolidin-1-yl)-2-oxoethyl)thieno[3,2-c]pyridin-4(5H)-one